C(C)N1CCN(C2=CC3=C(C=C12)C=C(C(O3)=O)C(\C=C\C3=CC(=C(C=C3)O)OC)=O)CC (E)-1,4-diethyl-8-(3-(4-hydroxy-3-methoxyphenyl)acryloyl)-1,2,3,4-tetrahydro-7H-pyrano[2,3-g]quinoxalin-7-one